C1(CC1)NC(=O)C=1C(N(C=2N(C1O)N=CC2C=2CCN(CC2)C)CC2CCOCC2)=O N-Cyclopropyl-7-hydroxy-3-(1-methyl-1,2,3,6-tetrahydropyridin-4-yl)-5-oxo-4-((tetrahydro-2H-pyran-4-yl)methyl)-4,5-dihydropyrazolo[1,5-a]pyrimidine-6-carboxamide